9,9-bis[4-(2-(2-hydroxyethoxy)ethoxy)-3-phenylphenyl]fluorene OCCOCCOC1=C(C=C(C=C1)C1(C2=CC=CC=C2C=2C=CC=CC12)C1=CC(=C(C=C1)OCCOCCO)C1=CC=CC=C1)C1=CC=CC=C1